N-(cyclopropylmethyl)-4-[2-fluoro-5-[[6-oxo-4-(trifluoromethyl)-1H-pyridine-3-carbonyl]amino]-4-[(3R,5S)-3,4,5-trimethylpiperazin-1-yl]phenyl]-1,3-thiazole-2-carboxamide C1(CC1)CNC(=O)C=1SC=C(N1)C1=C(C=C(C(=C1)NC(=O)C1=CNC(C=C1C(F)(F)F)=O)N1C[C@H](N([C@H](C1)C)C)C)F